(7-fluoro-5-((2'-(5-fluoroisoindolin-2-yl)-[2,4'-bipyrimidin]-4-yl)ethynyl)-2H-indazol-2-yl)methyl dihydrogen phosphate P(=O)(OCN1N=C2C(=CC(=CC2=C1)C#CC1=NC(=NC=C1)C1=NC(=NC=C1)N1CC2=CC=C(C=C2C1)F)F)(O)O